CC1=C(C2=CC=CC=C2C(=C1C/C=C(\\C)/CC/C=C(\\C)/CC/C=C(\\C)/CC/C=C(\\C)/CC/C=C(\\C)/CC/C=C(\\C)/CCC=C(C)C)O)O The molecule is a menaquinol whose structure comprises a 2-methylbenzohydroquinone nucleus and a side chain of seven isoprenoid units. It has a role as an electron donor.